CP(OON1CC=C(C=C1C1CCCCC1)C)([O-])=O.[Na+].[Na+].C1(CCCCC1)C1=CC(=CCN1OOP([O-])(=O)C)C disodium ((6-cyclohexyl-4-methylpyridin-1(2H)-yl) oxy) methylphosphonate